3-[[(3R)-3-[2-Oxo-2-[4-[5-(trifluoromethyl)pyrimidin-2-yl]piperazin-1-yl]ethyl]morpholin-4-yl]methyl]-5-(trifluoromethyl)-1H-pyridazin-6-one O=C(C[C@H]1N(CCOC1)CC1=NNC(C(=C1)C(F)(F)F)=O)N1CCN(CC1)C1=NC=C(C=N1)C(F)(F)F